6-({5-[(3S)-3-(pyridin-2-yl)oxolane-3-carbonyl]-2H,4H,5H,6H-pyrrolo[3,4-c]pyrazol-2-yl}sulfonyl)-1,3-benzothiazole N1=C(C=CC=C1)[C@@]1(COCC1)C(=O)N1CC2=NN(C=C2C1)S(=O)(=O)C1=CC2=C(N=CS2)C=C1